N1(N=CC=C1)CC=1C=CC(=NC1OC)C(=O)N[S@@](=O)(=N)C1=C(C=CC=C1)F (S)-5-((1H-pyrazol-1-yl)methyl)-N-(2-fluorophenylsulfonimidoyl)-6-methoxypicolinamide